O1CC12CCOCC2 1,6-dioxaspiro[2.5]octane